FC1=C(C=C(C=C1)N1C(=C(C2=C1C=C1C=NN(C1=C2)C(=O)OC(C)(C)C)I)C(C)C)C Tert-Butyl 5-(4-fluoro-3-methyl-phenyl)-7-iodo-6-isopropyl-pyrrolo[2,3-f]indazole-1-carboxylate